3-(2-(1H-pyrazol-1-yl)ethyl)-5-amino-1,3,4-thiadiazol-2(3H)-one N1(N=CC=C1)CCN1C(SC(=N1)N)=O